CC=1C(=C(OC2=C(C#N)C=CC=C2)C=C(C1)C)CCCN1CCOCC1 2-(3,5-Dimethyl-2-(3-morpholinopropyl)phenoxy)benzonitrile